FC(C(C)NC(NCC)=O)(C=C)F 3-(3,3-difluoropent-4-en-2-yl)-1-ethylurea